CC(C)C1=CC=CC=C1 propan-2-ylbenzene